2,6-bis((R)-1-(3,5-di-tert-butylphenyl)ethyl)-4-methylaniline C(C)(C)(C)C=1C=C(C=C(C1)C(C)(C)C)[C@@H](C)C1=C(N)C(=CC(=C1)C)[C@H](C)C1=CC(=CC(=C1)C(C)(C)C)C(C)(C)C